CN(CC(O)C1=CC=CC=C1)C1=NC(=C2N=C(N(C2=N1)C)C1=CC=NC=C1)N1CCOCC1 2-(methyl(9-methyl-6-morpholino-8-(pyridin-4-yl)-9H-purin-2-yl)amino)-1-phenylethan-1-ol